5-bromo-2-(3-(methylsulfonyl)-4-((1-(methylsulfonyl)piperidin-4-yl)methoxy)-benzyl)isoindoline tert-Butyl-(2-hydroxy-4-methoxyphenyl)carbamate C(C)(C)(C)N(C(O)=O)C1=C(C=C(C=C1)OC)O.BrC=1C=C2CN(CC2=CC1)CC1=CC(=C(C=C1)OCC1CCN(CC1)S(=O)(=O)C)S(=O)(=O)C